10-iodo-4,6,8-trimethylundecyl decyloxymethyl ether C(CCCCCCCCC)OCOCCCC(CC(CC(CC(C)I)C)C)C